1-[5-[[5-chloro-4-(4-piperidyl)pyrimidin-2-yl]amino]-3-pyridyl]pyrrolidin-2-one ClC=1C(=NC(=NC1)NC=1C=C(C=NC1)N1C(CCC1)=O)C1CCNCC1